5-chloro-1-(4-(5-(difluoromethyl)-1,3,4-oxadiazol-2-yl)benzyl)-3-(piperidin-4-yl)-1,3-dihydro-2H-benzo[d]imidazol-2-one ClC1=CC2=C(N(C(N2C2CCNCC2)=O)CC2=CC=C(C=C2)C=2OC(=NN2)C(F)F)C=C1